N-[1-[4-[(E)-[(Z)-[3-(2-isopropylphenyl)-4-oxo-thiazolidin-2-ylidene]hydrazono]methyl]phenyl]-3-methyl-pyrazol-4-yl]-3-(trifluoromethoxy)benzamide C(C)(C)C1=C(C=CC=C1)N1/C(/SCC1=O)=N/N=C/C1=CC=C(C=C1)N1N=C(C(=C1)NC(C1=CC(=CC=C1)OC(F)(F)F)=O)C